C(C)(C)(C)C=1C(=NSN1)O 4-(tert-butyl)-1,2,5-thiadiazol-3-ol